FC1([C@H](C12CCN(CC2)S(=O)(=O)N)C2=NOC(=N2)C2=C(C(=NN2C)C)C)F (2R)-1,1-difluoro-2-[5-(1,3,4-trimethyl-1H-pyrazol-5-yl)-1,2,4-oxadiazol-3-yl]-6-azaspiro[2.5]octane-6-sulfonamide